(R)-6-(3-amino-6-(2-fluoro-4-(2-isopropylmorpholino)phenyl)pyrazin-2-yl)-3,4-dihydroisoquinolin-1(2H)-one NC=1C(=NC(=CN1)C1=C(C=C(C=C1)N1C[C@H](OCC1)C(C)C)F)C=1C=C2CCNC(C2=CC1)=O